C1(CCCC1)C#CC=1C=C(C=CC1)C=1C=C(N(C1CC1=CC(=C(C=C1)S(N)(=O)=O)F)CC1CC1)C=1SC=C(N1)C(=O)O 2-(4-(3-(cyclopentylethynyl)phenyl)-1-(cyclopropylmethyl)-5-(3-fluoro-4-sulfamoylbenzyl)-1H-pyrrol-2-yl)thiazole-4-carboxylic acid